NC1=CC=C(CC=2C=C(C(=O)N)C=CC2)C=C1 3-(4-Aminobenzyl)benzamide